ClC=1C(=CC(=C(OCC(C(=O)O)=C)C1)NC(NCC=1C(=C2CN(C(C2=CC1)=O)C1C(NC(CC1)=O)=O)F)=O)OC 2-[[5-chloro-2-[[2-(2,6-dioxo-3-piperidyl)-4-fluoro-1-oxo-isoindolin-5-yl]methylcarbamoylamino]-4-methoxy-phenoxy]methyl]prop-2-enoic acid